CC1=NC2=CC(=CC=C2C=N1)C=1C=C(C=CC1)NC(C=C)=O N-[3-(2-methylquinazolin-7-yl)phenyl]prop-2-enamide